ClC1=C(CC2=C(C=NN2S(N(C)C)(=O)=O)C(=O)O)C=C(C=C1)CC 5-(2-chloro-5-ethylbenzyl)-1-(N,N-dimethylsulfamoyl)-1H-pyrazole-4-carboxylic acid